CC1=NC(=CC(=N1)NC1=C(C(=O)NOCC)C(=CC=N1)NC1=C(C(=CC(=C1)F)C1=NC=C(C=N1)F)OC)C ((2,6-dimethyl-pyrimidin-4-yl)amino)-N-ethoxy-4-((5-fluoro-3-(5-fluoropyrimidin-2-yl)-2-methoxyphenyl)amino)-nicotinamide